ethyl 3-[3-[5-[3-[3-[2,6-dichloro-4-(3-methoxy-3-oxo-propyl)phenoxy]propoxy]propoxymethyl]-3-methyl-1H-pyrazol-4-yl]propoxy]-4-fluoro-benzoate ClC1=C(OCCCOCCCOCC2=C(C(=NN2)C)CCCOC=2C=C(C(=O)OCC)C=CC2F)C(=CC(=C1)CCC(=O)OC)Cl